7-chloro-8-cyclobutyl-[1,2,4]triazolo[1,5-c]pyrimidin-2-amine ClC1=C(C=2N(C=N1)N=C(N2)N)C2CCC2